N-(5-(4-(6-(2-(pyridin-2-yl)acetamido)pyridazin-3-yl)butyl)-1,3,4-thiadiazol-2-yl)acetamide N1=C(C=CC=C1)CC(=O)NC1=CC=C(N=N1)CCCCC1=NN=C(S1)NC(C)=O